2,4-difluoro-N-(5-(3-fluoro-4-(piperazin-1-yl)quinolin-6-yl)-2-methoxypyridine-3-yl)benzenesulfonamide trifluoroacetate FC(C(=O)O)(F)F.FC1=C(C=CC(=C1)F)S(=O)(=O)NC=1C(=NC=C(C1)C=1C=C2C(=C(C=NC2=CC1)F)N1CCNCC1)OC